NC1CCC(CC1)NC1=NC=CC(=N1)C=1C=NC=CC1OC1=C(C=C(C=C1)NS(=O)(=O)C1=C2N=CC=NC2=CC=C1)F N-[4-[[3-[2-[(1r,4r)-(4-Aminocyclohexyl)amino]pyrimidin-4-yl]-4-pyridyl]oxy]-3-fluorophenyl]quinoxalin-5-ylsulfonamide